1-bromo-6-hexanoic acid BrCCCCCC(=O)O